C(CCC)P(C12CC3CC(CC(C1)C3)C2)C23CC1CC(CC(C2)C1)C3 butylbis(1-adamantyl)phosphine